1-((1R,3r,5S)-3-((4-((5-(furan-2-yl)-2-methoxyphenyl)amino)-7-methoxyquinazolin-6-yl)oxy)-8-azabicyclo[3.2.1]octan-8-yl)prop-2-en-1-one O1C(=CC=C1)C=1C=CC(=C(C1)NC1=NC=NC2=CC(=C(C=C12)OC1C[C@H]2CC[C@@H](C1)N2C(C=C)=O)OC)OC